ClC=1C=C(C=CC1F)C(NC1=NC(=C(C(=N1)OC)F)C)C=1NC(=C(N1)C)S(=O)(=N)C N-[(3-chloro-4-fluorophenyl)-[4-methyl-5-(methylsulfonimidoyl)-1H-imidazol-2-yl]methyl]-5-fluoro-4-methoxy-6-methylpyrimidin-2-amine